(±)-2-[(2,2-dimethyl-2,3-dihydro-1-benzofuran-7-yl)oxy]-3-phenylpropanoic acid CC1(OC2=C(C1)C=CC=C2O[C@@H](C(=O)O)CC2=CC=CC=C2)C |r|